C(C)(=O)N1CCC(CC1)CC1=CC=C(C=C1)N1C(=NN=C1C1=C(C=C(C(=C1)C(C)C)OCC1=CC=CC=C1)OCC1=CC=CC=C1)C(=O)NCCOCCOCCOCCOCCN 4-(4-((1-Acetylpiperidin-4-yl)methyl)phenyl)-N-(14-amino-3,6,9,12-tetraoxatetradecyl)-5-(2,4-bis(benzyloxy)-5-isopropylphenyl)-4H-1,2,4-triazole-3-carboxamide